C1(CC1)C1=NC=C(C(=C1C1=CC(=CC(=C1)F)F)N1C[C@@](CC1)(C)NC(OC(C)(C)C)=O)C(NC1CCC(CC1)(F)F)=O tert-butyl (S)-(1-(2-cyclopropyl-5-((4,4-difluorocyclohexyl) carbamoyl)-3-(3,5-difluorophenyl)pyridin-4-yl)-3-methylpyrrolidin-3-yl)carbamate